N-(cis-2-((2'-fluorobiphenyl-3-yl)methyl)-1-isobutyrylpyrrolidin-3-yl)methanesulfonamide FC1=C(C=CC=C1)C1=CC(=CC=C1)C[C@@H]1N(CC[C@@H]1NS(=O)(=O)C)C(C(C)C)=O